C(C)N1N(CCC1=O)C1=NC=CC=C1Cl ethyl-1-(3-chloro-2-pyridyl)-3-pyrazolidinone